C=1(C(=CC=CC1)CCO)CCO benzenediethanol